5-(5-((1S,2R)-[1,1'-bi(cyclopropane)]-2-yl)-6-carbonyl-1,6-diHydropyridazin-3-yl)pyrimidine-2,4(1H,3H)-dione [C@@H]1([C@@H](C1)C1=CC(=NNC1=C=O)C=1C(NC(NC1)=O)=O)C1CC1